ClC=1C=C(C=NC1OC)C1=CC=C(C=C1)[C@@H](C)N1C=CC2=C(C=CC(=C12)C(=O)NC1CC2(CCC2)C1)F (Ra)-6-(1-((R)-1-(4-(5-Chloro-6-methoxypyridin-3-yl)phenyl)ethyl)-4-fluoro-1H-indol-7-carboxamido)spiro[3.3]heptan